benzenesulfonic acid (besylate) salt S(=O)(=O)(O)C1=CC=CC=C1.C1(=CC=CC=C1)S(=O)(=O)O